C([C@H]1[C@@H]([C@H](C(=O)O1)O)O)OP(=O)([O-])[O-] The molecule is an organophosphate oxoanion obtained by deprotonation of the phosphate OH groups of L-arabino-1,4-lactone-5-phosphate. Major microspecies at pH 7.3. It is a conjugate base of a L-arabino-1,4-lactone-5-phosphate.